O1C=C(C=C1)B(O)O 3-furanylboronic acid